(E)-Methyl 2-chloro-5-(2-(2-chloropyrimidin-5-yl)vinyl)benzoate ClC1=C(C(=O)OC)C=C(C=C1)\C=C\C=1C=NC(=NC1)Cl